1-propanol C(CC)O